1-bromo-3-fluorobenzene BrC1=CC(=CC=C1)F